N-((5-Chloro-4-(((ethyl(methyl)amino)methylen)amino)-2-methylphenyl)(methyl)(oxo)-λ6-sulfaneyliden)-3-(trifluoromethyl)benzamid ClC=1C(=CC(=C(C1)S(=NC(C1=CC(=CC=C1)C(F)(F)F)=O)(=O)C)C)N=CN(C)CC